1,3-oxazinane-2,4-dione O1C(NC(CC1)=O)=O